OCC1CCC(CC1)NC(OC(C)(C)C)=O tert-butyl N-[(1r,4r)-4-(hydroxymethyl)cyclohexyl]carbamate